[2-[tert-butyl(diphenyl)silyl]oxyethylsulfanyl]ethanamine [Si](C1=CC=CC=C1)(C1=CC=CC=C1)(C(C)(C)C)OCCSC(C)N